COC1(CC1)CC=1C(=NC=C(C#N)C1)C 5-((1-methoxycyclopropyl)methyl)-6-methylnicotinonitrile